N(=[N+]=[N-])C(CO)CN=[N+]=[N-] 2,3-diazido-propan-1-ol